The molecule is a diamine that is 1,4-phenylenediamine substituted at position 2 by a chloro group. It has a role as a dye. It is a diamine and a member of monochlorobenzenes. It derives from a 1,4-phenylenediamine. It is a conjugate base of a 2-chloro-1,4-phenylenediaminium. C1=CC(=C(C=C1N)Cl)N